4-(2-azido-1-methoxypropan-2-yl)-6-chloro-1-methoxy-2,7-naphthyridine N(=[N+]=[N-])C(COC)(C)C1=CN=C(C2=CN=C(C=C12)Cl)OC